(5-bromo-4-methylthiazol-2-yl)-3-methylurea BrC1=C(N=C(S1)NC(=O)NC)C